N-(3-{4-[3-(2,4-dioxo-1,3-diazinan-1-yl)-1-methylindazol-7-yl]piperidin-1-yl}propyl)-N-methylcarbamate O=C1N(CCC(N1)=O)C1=NN(C2=C(C=CC=C12)C1CCN(CC1)CCCN(C([O-])=O)C)C